FC=1C=C(C(=O)N)C=C(C1O)F 3,5-difluoro-4-hydroxybenzamide